(R)-N'-((3,5-dimethyl-2-(trifluoromethyl)-6,7-dihydro-5H-cyclopenta[b]pyridin-4-yl)carbamoyl)-1-ethyl-4-fluoro-1H-pyrazole-3-sulfonimidamide CC=1C(=C2C(=NC1C(F)(F)F)CCC2C)NC(=O)N=[S@](=O)(N)C2=NN(C=C2F)CC